OC1(CCN(CC1)C(CC(C)C1=CC=CC=C1)=O)CN1C=NC=2C(C1=O)=NN(C2C2=CC=C(C=C2)CNCC(NCCOCCOCCNC(C)=O)=O)C N-(1-(4-(6-((4-hydroxy-1-(3-phenylbutanoyl)piperidin-4-yl)methyl)-2-methyl-7-oxo-6,7-dihydro-2H-pyrazolo[4,3-d]pyrimidin-3-yl)phenyl)-4-oxo-8,11-dioxa-2,5-diazatridecan-13-yl)acetamide